methyl 4-bromo-2-chloro-6-mercaptobenzoate BrC1=CC(=C(C(=O)OC)C(=C1)S)Cl